F[C@@H]1C[C@@]2(CCCN2C1)COC1=NC2=C(C(=CC=C2C(=N1)N1C2CCC(C1)C2)C2=CC(=CC1=CC=C(C(=C21)C#C)F)O)F 4-(2-{[(2R,7aS)-2-fluoro-hexahydro-1H-pyrrolizin-7a-yl]methoxy}-4-{2-azabicyclo[2.2.1]heptan-2-yl}-8-fluoroquinazolin-7-yl)-5-ethynyl-6-fluoronaphthalen-2-ol